N(=C=S)C1=CC(C(C=C1)C=CC=1C(=CC(=CC1)N=C=S)S(=O)(=O)O)S(=O)(=O)O 4,4'-diisothiocyanatodihydro-stilbene-2,2'-disulfonic acid